FC1=C(CNC(C2=CC=C(C=C2)NC(=O)NCC2=CC=NC=C2)=O)C=C(C=C1)F N-(2,5-difluorobenzyl)-4-(3-(pyridin-4-ylmethyl)ureido)benzamide